C(C1=CC=CC=C1)(=O)NC1(CC2=CC=CC=C2CC1)C(=O)NC1=CC=C(C=C1)S(NCC)(=O)=O 2-benzamido-N-(4-(N-ethylsulfamoyl)phenyl)-1,2,3,4-tetrahydronaphthalene-2-carboxamide